O=CC[C@H](CC)OC1=CC(=CC2=C1N=CS2)C(=O)O 4-[(3S)-oxopent-3-yloxy]-1,3-benzothiazole-6-carboxylic acid